1-[(1r,3R,5S,7R)-3,5-dimethyladamantan-1-yl]-3-((1r,4R)-4-{4-[(E)-(2,4-dioxathiazolidine-5-ylidene)methyl]phenoxy}cyclohexyl)urea C[C@]12CC3(CC(C[C@@](C1)(C3)C)C2)NC(=O)NC2CCC(CC2)OC2=CC=C(C=C2)/C=C/2\ONOS2